5-cyclopropyl-1-methyl-1H-pyrazole-3-carboxamide C1(CC1)C1=CC(=NN1C)C(=O)N